methyl (E)-4-[2-[2-[2-[2-[2-[2-[2-[bis(tert-butoxycarbonyl)amino]ethoxy]ethoxy]ethoxy]ethoxy]ethoxy]ethoxy]ethyl-methylamino]but-2-enoate C(C)(C)(C)OC(=O)N(CCOCCOCCOCCOCCOCCOCCN(C/C=C/C(=O)OC)C)C(=O)OC(C)(C)C